methyl (3-(5-(benzo[d]thiazol-2-ylsulfonyl)-2,2-dimethylpentanamido)-4-(2-(5-chloropicolinoyl)-5-methyl-1-((2-(trimethylsilyl)ethoxy)methyl)-1H-imidazol-4-yl)phenyl)carbamate S1C(=NC2=C1C=CC=C2)S(=O)(=O)CCCC(C(=O)NC=2C=C(C=CC2C=2N=C(N(C2C)COCC[Si](C)(C)C)C(C2=NC=C(C=C2)Cl)=O)NC(OC)=O)(C)C